The molecule is a penicillanic acid ester that is the acetoxymethyl ester of benzylpenicillin. It is a prodrug for benzylpenicillin. It has a role as an antibacterial drug and a prodrug. It is a penicillanic acid ester and a semisynthetic derivative. It derives from a benzylpenicillin. CC(=O)OCOC(=O)[C@H]1C(S[C@H]2N1C(=O)[C@H]2NC(=O)CC3=CC=CC=C3)(C)C